tert-butyl N-[(1S)-1-{[(1S)-4-(carbamoylamino)-1-{[4-(hydroxymethyl)phenyl]carbamoyl}butyl]carbamoyl}-2-methylpropyl]carbamate C(N)(=O)NCCC[C@@H](C(NC1=CC=C(C=C1)CO)=O)NC(=O)[C@H](C(C)C)NC(OC(C)(C)C)=O